COC(=O)[C@@]1(N(C([C@H]2[C@@]1(O[C@H](C2)OC)C)=O)C(=O)OC(C)(C)C)[C@@H](O)[C@@H]2C=CCCC2 (2R,3aR,6R,6aS)-6-((S)-((S)-cyclohex-2-en-1-yl)(hydroxy)methyl)-2-methoxy-6a-methyl-4-oxohexahydro-5H-furo[2,3-c]Pyrrole-5,6-dicarboxylic acid 5-tert-butyl ester 6-methyl ester